water Borate B(O)(O)O.O